C[C@H]1N(CCN(C1)CC1=C(C(=CC=C1)C(F)(F)F)C)C(=O)OC=1C=NC=C(C1)F (R)-5-Fluoropyridin-3-yl 2-methyl-4-(2-methyl-3-(trifluoromethyl)benzyl)piperazine-1-carboxylate